rac-tert-Butyl (2R,5S)-5-(4-(4-chloro-7H-pyrrolo[2,3-d]pyrimidin-7-yl)phenyl)-2-methylmorpholine-4-carboxylate ClC=1C2=C(N=CN1)N(C=C2)C2=CC=C(C=C2)[C@H]2CO[C@@H](CN2C(=O)OC(C)(C)C)C |r|